N-[(5-pyrimidinyl)methyl]-2-pyridinamine N1=CN=CC(=C1)CNC1=NC=CC=C1